C(C)OP1(OC(=C(CC1)[Se]C1=CC=CC=C1)C1=CC(=CC=C1)F)=O 2-Ethoxy-6-(3-fluorophenyl)-5-(phenylselanyl)-3,4-dihydro-1,2-oxaphosphinine 2-oxide